F[C@H]1CN(C[C@@H](C1)NC1=NC=C(C=N1)C(F)(F)F)C1=NC2=C(N1C)C=C(C(=C2)NC(\C=C\CN2CCCCC2)=O)C (E)-N-(2-((3R,5R)-3-fluoro-5-((5-(trifluoromethyl)pyrimidin-2-yl)amino)piperidin-1-yl)-1,6-dimethyl-1H-benzo[d]imidazol-5-yl)-4-(piperidin-1-yl)but-2-enamide